FC1=C(C=C2C=CC(N(C2=C1)C1=C(C=C(C(=C1)F)[C@H]1[C@@H](C1)C(F)(F)F)OC)=O)S(=O)(=O)N(CC1=CC=C(C=C1)OC)C1=NOC=C1 TRANS-(P)-7-FLUORO-1-(5-FLUORO-2-METHOXY-4-(2-(TRIFLUOROMETHYL)CYCLOPROPYL)PHENYL)-N-(ISOXAZOL-3-YL)-N-(4-METHOXYBENZYL)-2-OXO-1,2-DIHYDROQUINOLINE-6-SULFONAMIDE